2-(2-(2-methoxyethoxy)ethoxy)glutamic acid COCCOCCO[C@](N)(CCC(=O)O)C(=O)O